(4-methoxy-2-(trifluoromethoxy)phenyl)methanone COC1=CC(=C(C=C1)C=O)OC(F)(F)F